2-((4-bromothiophene-2-yl)methylene)-6-hydroxy-2,3-dihydro-1H-inden-1-one BrC=1C=C(SC1)C=C1C(C2=CC(=CC=C2C1)O)=O